3,4-Dichloro-2-fluoro-N-(pyridin-3-yl)-6-((2,2,7-trifluorobenzo[d][1,3]dioxan-4-yl)oxy)benzamide ClC=1C(=C(C(=O)NC=2C=NC=CC2)C(=CC1Cl)OC1C2=C(OC(O1)(F)F)C=C(C=C2)F)F